COC1=CC=C(C=C1)C1=C2CNC(C2=CC=C1)=O 4-(4-methoxyphenyl)isoindolin-1-one